C1(CCCCC1)CNC=1N(C=C(N1)C1=CC=CC=C1)C1=CC(=CC=C1)F N-(cyclohexylmethyl)-1-(3-fluorophenyl)-4-phenyl-1H-imidazol-2-amine